N-((R)-1-(2-fluoro-3-(trifluoromethyl)phenyl)ethyl)-4-(((1R,5S,6s)-3-methyl-3-azabicyclo[3.1.0]hexan-6-yl)amino)-6-oxo-1-((R)-spiro[2.2]pentan-1-yl)-1,6-dihydropyridine-3-carboxamide FC1=C(C=CC=C1C(F)(F)F)[C@@H](C)NC(=O)C1=CN(C(C=C1NC1[C@@H]2CN(C[C@H]12)C)=O)[C@@H]1CC12CC2